2,2-Dimethoxy-1-(trimethylsilyl)aza-2-silacyclopentane CO[Si]1(N(CCC1)[Si](C)(C)C)OC